4-((2s,4r)-4-ethoxy-1-(5-methoxy-7-methyl-1H-indole-4-carbonyl)piperidin-2-yl)benzoic acid C(C)O[C@H]1C[C@H](N(CC1)C(=O)C=1C=2C=CNC2C(=CC1OC)C)C1=CC=C(C(=O)O)C=C1